2-((4-((7-Chloroquinolin-4-yl)amino)pentyl)(3-fluorobenzyl)amino)ethan-1-ol ClC1=CC=C2C(=CC=NC2=C1)NC(CCCN(CCO)CC1=CC(=CC=C1)F)C